ethyl 2-[1-[2-[4-(o-tolyl)-2-oxo-chromen-7-yl]oxypropanoyl]-3-piperidyl]acetate C1(=C(C=CC=C1)C1=CC(OC2=CC(=CC=C12)OC(C(=O)N1CC(CCC1)CC(=O)OCC)C)=O)C